C(CCCCC(C)C)SC(C)=S.C(CCC)[Sn]CCCC dibutyl-tin isooctyl-dithioacetate